Monobutyl-tin (II) oxide C(CCC)[Sn-]=O